(1r,3r)-3-(4-bromophenoxy)cyclobutane hydrochloride Cl.BrC1=CC=C(OC2CCC2)C=C1